2-{[(1R)-1-(4-Chlorophenyl)-7-fluoro-5-[1-hydroxy-1-(1-methyl-1H-imidazol-4-yl)propyl]-3-oxo-1-[(3S)-oxolan-3-yloxy]-2,3-dihydro-1H-isoindol-2-yl]methyl}pyrimidin-5-carbonitril ClC1=CC=C(C=C1)[C@@]1(N(C(C2=CC(=CC(=C12)F)C(CC)(C=1N=CN(C1)C)O)=O)CC1=NC=C(C=N1)C#N)O[C@@H]1COCC1